e-2,3,4,5,6-penta(3,6-diphenylcarbazol-9-yl)benzonitrile C1(=CC=CC=C1)C=1C=CC=2N(C3=CC=C(C=C3C2C1)C1=CC=CC=C1)C1=C(C#N)C(=C(C(=C1N1C2=CC=C(C=C2C=2C=C(C=CC12)C1=CC=CC=C1)C1=CC=CC=C1)N1C2=CC=C(C=C2C=2C=C(C=CC12)C1=CC=CC=C1)C1=CC=CC=C1)N1C2=CC=C(C=C2C=2C=C(C=CC12)C1=CC=CC=C1)C1=CC=CC=C1)N1C2=CC=C(C=C2C=2C=C(C=CC12)C1=CC=CC=C1)C1=CC=CC=C1